7-([1,2,4]triazolo[4,3-a]pyridin-3-ylethynyl)-6-methyl-N-(3-(trifluoromethyl)-1,2,4-oxadiazol-5-yl)isoxazolo[4,5-c]pyridin-3-amine N=1N=C(N2C1C=CC=C2)C#CC=2C1=C(C=NC2C)C(=NO1)NC1=NC(=NO1)C(F)(F)F